O=C1N(CC2=CC(=CC=C12)N1C(N(C2(CC2)C1)C1=CC=CC=C1)=O)C1C(NC(CC1)=O)=O 3-(1-oxo-5-(5-oxo-4-phenyl-4,6-diazaspiro[2.4]heptan-6-yl)isoindolin-2-yl)piperidine-2,6-dione